Cl.NC/C(/CN1N=CN(C1=O)CC=1SC(=CC1)C1=CC=C(C=C1)N1CCCC1)=C\F 2-[(2E)-2-(aminomethyl)-3-fluoroprop-2-en-1-yl]-4-(5-[4-(pyrrolidin-1-yl)phenyl]thiophen-2-ylmethyl)-2,4-dihydro-3H-1,2,4-triazol-3-one hydrochloride